(S)- and (R)-3-(2-((2,4-dichlorophenethyl)amino)-2-phenylacetyl)-N,N-dimethyl-1H-indole-7-carboxamide ClC1=C(CCN[C@H](C(=O)C2=CNC3=C(C=CC=C23)C(=O)N(C)C)C2=CC=CC=C2)C=CC(=C1)Cl |r|